N(=C=S)C1=CC=C(CC(CN)N)C=C1 1-(4-isothiocyanato-benzyl)ethylenediamine